CN(S(=O)(=O)N([C@@H]1[C@@H](N([C@@H](C1)C)C(=O)OC)COC1CC2CC2(CC1)C1=NC=CN=C1)CC1=CC=C(C=C1)OC)C methyl (2R,3S,5R)-3-((N,N-dimethylsulfamoyl)(4-methoxybenzyl)amino)-5-methyl-2-(((6-(pyrazin-2-yl)bicyclo[4.1.0]heptan-3-yl)oxy)methyl)pyrrolidine-1-carboxylate